[[5-[1-(4-cyclopropyl-2,6-difluorophenyl)-1H-pyrazol-3-yl]-2-methylphenyl]methyl]carbamate C1(CC1)C1=CC(=C(C(=C1)F)N1N=C(C=C1)C=1C=CC(=C(C1)CNC([O-])=O)C)F